FC=1C(=C(C=CC1)C1=C(C=CC(=N1)NS(=O)(=O)C1=CC=CC(=N1)N1C[C@](CCC1)(C(=O)O)C)C(F)(F)F)C (3S)-1-(6-{[6-(3-fluoro-2-methylphenyl)-5-(trifluoromethyl)pyridin-2-yl]Sulfamoyl}pyridin-2-yl)-3-methylpiperidine-3-carboxylic acid